Cl.NCCC=1C=C(C(=O)N2CCN(CC2)C(=O)C=2C=C(C(=CC2)O[C@@H]2CNCC2)C2=CC=C(C=C2)F)C=C(C1)F (S)-(4-(3-(2-Aminoethyl)-5-fluorobenzoyl)piperazin-1-yl)(4'-fluoro-6-(pyrrolidin-3-yloxy)-[1,1'-biphenyl]-3-yl)methanone hydrochloride